O1C(=NCC1)C1=CC(=CC=C1)C=1OCCN1 1,3-bis(2-oxazolin-2-yl)benzene